CC(C#N)(C)C1=C2C(=NC(=C1)N1[C@@H](COCC1)C)C(=NS2)C2=CC=NN2C2OCCCC2 2-methyl-2-(5-((R)-3-methylmorpholino)-3-(1-(tetrahydro-2H-pyran-2-yl)-1H-pyrazol-5-yl)isothiazolo[4,5-b]pyridin-7-yl)propanenitrile